O[C@@H]1CN(CCC1)C(=O)OC(C)(C)C (S)-tert-Butyl 3-hydroxypiperidine-1-carboxylate